ClC=1C=CC=C2C=C(N(C12)CC=1C=NC=NC1)C=O 7-chloro-1-(pyrimidin-5-ylmethyl)-1H-indole-2-carbaldehyde